C(C1=CC=CC=C1)(=O)OC1=C2C=CNC2=CC=C1 1H-indol-4-yl Benzoate